ClC1=CC=C(C=N1)N1CC2(CC1=O)CCN(CC2)C(=O)OC(C)(C)C tert-butyl 2-(6-chloropyridin-3-yl)-3-oxo-2,8-diazaspiro[4.5]decane-8-carboxylate